(Z)-methyl 3-(((4-(N-methyl-2-(4-methylpiperazin-1-yl)acetamido)phenyl)amino)(phenyl)methylene)-2-oxo-2,3-dihydro-1H-pyrrolo[2,3-b]pyridine-6-carboxylate CN(C(CN1CCN(CC1)C)=O)C1=CC=C(C=C1)N\C(=C\1/C(NC2=NC(=CC=C21)C(=O)OC)=O)\C2=CC=CC=C2